(S)-2-methyl-5-(6-(3-(trifluoromethyl)piperidine-1-carbonyl)naphthalen-1-yl)isoindolin-1-one CN1C(C2=CC=C(C=C2C1)C1=CC=CC2=CC(=CC=C12)C(=O)N1C[C@H](CCC1)C(F)(F)F)=O